3-amino-2,2-difluoro-propan-1-ol NCC(CO)(F)F